N[C@@H](CO)C(=O)O |r| (±)-Serine